(8-amino-1,2,3,5,6,7-hexahydro-s-indacen-1-yl)methanol NC=1C=2CCCC2C=C2CCC(C12)CO